3-[1-methyl-6-(4-piperidylamino)indazol-3-yl]piperidine-2,6-dione hydrochloride Cl.CN1N=C(C2=CC=C(C=C12)NC1CCNCC1)C1C(NC(CC1)=O)=O